(R)-3-amino-1-(2-((6-amino-9H-purin-9-yl)methyl)-5-chloro-4-cyano-3-ethylphenyl)-N-cyclopropylpyrrolidine-3-carboxamide N[C@]1(CN(CC1)C1=C(C(=C(C(=C1)Cl)C#N)CC)CN1C2=NC=NC(=C2N=C1)N)C(=O)NC1CC1